5-(2-chlorophenoxy)-3-((cyclopropylmethyl)amino)-4H-benzo[e][1,2,4]thiadiazine 1,1-dioxide ClC1=C(OC2=CC=CC3=C2NC(=NS3(=O)=O)NCC3CC3)C=CC=C1